O=C1N(C=CC2=CC=C(C=C12)C(F)(F)F)C(C(N)N)CCC 2-(1-oxo-7-(trifluoromethyl)isoquinolin-2(1H)-yl)pentanediamine